2-[[4-[4-methyl-1-piperazinyl]-6-[4-[methylsulfonylamino]-1-piperidinyl]-2-pyrimidinyl]amino]-4-methyl-5-thiazolecarboxylic acid, ethyl ester CN1CCN(CC1)C1=NC(=NC(=C1)N1CCC(CC1)NS(=O)(=O)C)NC=1SC(=C(N1)C)C(=O)OCC